FC1=C(C=CC=C1)S(S(=O)(=O)C1=C(C=CC=C1)F)(=O)=O bis(2-fluorophenyl) disulfone